3-(3-((S)-1-(5-fluoro-3-methylbenzofuran-2-yl)-2-methylpropyl)ureido)cyclohexane-1-carboxamide FC=1C=CC2=C(C(=C(O2)[C@H](C(C)C)NC(NC2CC(CCC2)C(=O)N)=O)C)C1